N-{[(9H-fluoren-9-yl)methoxy]carbonyl}-L-valyl-N5-carbamoyl-N-[4-(hydroxymethyl)-3-(3-sulfoprop-1-yn-1-yl)phenyl]-L-ornithinamide C1=CC=CC=2C3=CC=CC=C3C(C12)COC(=O)N[C@@H](C(C)C)C(=O)N[C@@H](CCCNC(N)=O)C(=O)NC1=CC(=C(C=C1)CO)C#CCS(=O)(=O)O